2-(1-(4-Amino-3-(furan-2-yl)-1H-pyrazolo[3,4-d]pyrimidin-1-yl)ethyl)-3-(3-fluorophenyl)-4H-chromen-4-one NC1=C2C(=NC=N1)N(N=C2C=2OC=CC2)C(C)C=2OC1=CC=CC=C1C(C2C2=CC(=CC=C2)F)=O